C(C)OC(CC(CCCCCCCO[Si](C1=CC=CC=C1)(C1=CC=CC=C1)C(C)(C)C)C)=O 10-((tert-butyldiphenylsilyl)oxy)-3-methyldecanoic acid ethyl ester